(4R,5R)-4-methoxy-5-methyl-4,5,6,7-tetrahydro-1H-indazole CO[C@H]1C=2C=NNC2CC[C@H]1C